(S)-tert-butyl (1-(4-(2-acetamidopyridin-4-yl)-2-(trifluoromethoxy)phenoxy)-4-methylpentan-2-yl)carbamate C(C)(=O)NC1=NC=CC(=C1)C1=CC(=C(OC[C@H](CC(C)C)NC(OC(C)(C)C)=O)C=C1)OC(F)(F)F